2-(4-(3-chlorophenyl)-6-phenyl-1,3,5-triazin-2-yl)-9-phenyl-9H-carbazole ClC=1C=C(C=CC1)C1=NC(=NC(=N1)C1=CC=CC=C1)C1=CC=2N(C3=CC=CC=C3C2C=C1)C1=CC=CC=C1